[Si](C)(C)(C(C)(C)C)OCCN(C(=O)N1C=NC=C1)CCO[Si](C)(C)C(C)(C)C N,N-bis(2-((tert-butyldimethylsilyl)oxy)ethyl)-1H-imidazole-1-carboxamide